NC1=NC=NC=2C3=C(CC(C12)(C)C)C(=C(C=C3)O[C@@H]3CC[C@H](CC3)N)N(CCNC(C)=O)C N-[2-[[4-amino-8-(trans-4-aminocyclohexoxy)-5,5-dimethyl-6H-benzo[h]quinazolin-7-yl]-methyl-amino]ethyl]acetamide